1,4-dioxa-2,3,5,6-tetrasilylcyclohexane [SiH3]C1OC(C(OC1[SiH3])[SiH3])[SiH3]